C(C1=CC=CC=C1)OC1(C2=NN=C(C3=C(C=C(C(OCCCC=CC1)=N3)C(F)(F)F)N)O2)C(F)(F)F 6-Benzyloxy-6,15-bis(trifluoromethyl)-13,19-dioxa-3,4,18-triazatricyclo[12.3.1.12,5]nonadeca-1(17),2,4,8,14(18),15-hexaen-17-amine